ClC=1C=C(C=CC1)C(CN(C)C)N1C(C=C(C=C1)C1=CNC2=NC=C(C=C21)N2CC(OCC2)C(F)(F)F)=O 1-(1-(3-Chlorophenyl)-2-(dimethylamino)ethyl)-4-(5-(2-(trifluoromethyl)morpholino)-1H-pyrrolo[2,3-b]pyridin-3-yl)pyridin-2(1H)-one